N-((8S)-8-ethyl-4-fluoro-8-hydroxy-3-methyl-9,12-dioxo-2,8,9,11,12,14-hexahydro-1H-cyclopenta[de]pyrano[3',4':6,7]indolizino[1,2-b]quinolin-1-yl)acetamide C(C)[C@]1(C(OCC=2C(N3CC=4C(=NC=5C=C(C(=C6C5C4C(C6)NC(C)=O)C)F)C3=CC21)=O)=O)O